NC1=NN2C(N=CC(=C2)F)=C1C(=O)NC=1C=NC=CC1C1CCN(CC1)C1COC1 2-amino-6-fluoro-N-(4-(1-(oxetan-3-yl)piperidin-4-yl)pyridin-3-yl)pyrazolo[1,5-a]pyrimidine-3-carboxamide